5-[5-bromo-4-chloro-2-(difluoromethoxy)phenyl]-1-[[2-(trimethylsilyl)ethoxy]methyl]-1H-pyrazol-4-amine BrC=1C(=CC(=C(C1)C1=C(C=NN1COCC[Si](C)(C)C)N)OC(F)F)Cl